COC=1C=C(C=CC1OC)[C@@]12CCN([C@H]2C=C(CC1)OP1(OCCCO1)=O)C 2-(((3aS,7aS)-3a-(3,4-dimethoxyphenyl)-1-methyl-2,3,3a,4,5,7a-hexahydro-1H-indol-6-yl)oxy)-1,3,2-dioxaphosphinane 2-oxide